[Pd].[Pd].C1(=CC=CC=2NC3=C(C21)C=CC=C3)CC(C)=O.C3(=CC=CC=2NC1=C(C23)C=CC=C1)CC(C)=O.C1(=CC=CC=2NC3=C(C21)C=CC=C3)CC(C)=O tris(dibenzazolylacetone) dipalladium (0)